benzyl-phosphorus oxide C(C1=CC=CC=C1)P=O